C(C)(=O)O[C@@H]1[C@H](OC(C)=O)[C@@H](OC(C)=O)[C@@H](OC(C)=O)[C@H](O1)CN=[N+]=[N-] 1,2,3,4-tetra-O-acetyl-6-azido-6-deoxy-alpha-D-galactopyranose